(2S,4S)-4-benzyloxy-N-(3-chloro-4-fluoro-phenyl)-1-[3-cyano-6-methyl-4-(trifluoromethyl)-2-pyridinyl]-N-methyl-pyrrolidine-2-carboxamide C(C1=CC=CC=C1)O[C@H]1C[C@H](N(C1)C1=NC(=CC(=C1C#N)C(F)(F)F)C)C(=O)N(C)C1=CC(=C(C=C1)F)Cl